4-[4-[[[(3R,5S)-1-(8-cyano-5-quinolinyl)-5-methyl-3-piperidinyl]-methyl-amino]methyl]phenyl]piperazine-1-carboxylic acid tert-butyl ester C(C)(C)(C)OC(=O)N1CCN(CC1)C1=CC=C(C=C1)CN(C)[C@H]1CN(C[C@H](C1)C)C1=C2C=CC=NC2=C(C=C1)C#N